FC(CCCS(=O)CCCCCCCCCC1CC=2C=C(C=CC2C2CCC3(C(CCC3C12)O)C)O)(C(F)(F)F)F 7-(9-(4,4,5,5,5-Pentafluoropentylsulfinyl)nonyl)-7,8,9,11,12,13,14,15,16,17-decahydro-13-methyl-6H-cyclopenta[a]phenanthrene-3,17-diol